N=1C=NN2C1C=C(C=C2)OC2=C(C=C(C=C2)NC2=NC=NC1=CC=C(C=C21)OC2CC1CCC(C2)N1C(C=C)=O)C 1-(endo-3-((4-((4-([1,2,4]Triazolo[1,5-a]pyridin-7-yloxy)-3-methyl-phenyl)amino)quinazolin-6-yl)-oxy)-8-azabicyclo[3.2.1]octan-8-yl)prop-2-en-1-one